ethyl 4-((2-((tert-butyldimethylsilyl)oxy)cyclopentyl)amino)-2-(methylthio)pyrimidine-5-carboxylate [Si](C)(C)(C(C)(C)C)OC1C(CCC1)NC1=NC(=NC=C1C(=O)OCC)SC